N-((1R,2R)-2-Acrylamidocyclopentyl)-5-(2-cyclobutylpyridin-4-yl)-4-oxo-4,5-dihydro-3H-1-thia-3,5,8-triazaacenaphthylene-2-carboxamide C(C=C)(=O)N[C@H]1[C@@H](CCC1)NC(=O)C=1SC=2N=CC=C3N(C(NC1C23)=O)C2=CC(=NC=C2)C2CCC2